2-AMINO-4-CHLOROTHIAZOLE-5-CARBALDEHYDE NC=1SC(=C(N1)Cl)C=O